2-(4-((4-butoxyphenyl)diazenyl)phenoxy)propanoic acid C(CCC)OC1=CC=C(C=C1)N=NC1=CC=C(OC(C(=O)O)C)C=C1